C(CCCCCCC\C=C/CCCCCCCC)(=O)OC(C(COC(CCCCCCC\C=C/CCCCCCCC)=O)=O)CCC (1,3-bis(oleoyloxy)-2-oxopropyl)propan